S(=S)(=O)[O-] THIOSULFONAT